(4-methoxyphenyl)-tri(o-tolyl)silane COC1=CC=C(C=C1)[Si](C1=C(C=CC=C1)C)(C1=C(C=CC=C1)C)C1=C(C=CC=C1)C